methyl 4-cyclopentyl-2-[(1S,4S,5R)-5-[[1-cyclopropyl-4-(2,6-dichlorophenyl)-1H-1,2,3-triazol-5-yl]methoxy]-2-azabicyclo[2.2.1]heptan-2-yl]-1,3-benzothiazole-6-carboxylate C1(CCCC1)C1=CC(=CC2=C1N=C(S2)N2[C@@H]1C[C@H]([C@H](C2)C1)OCC1=C(N=NN1C1CC1)C1=C(C=CC=C1Cl)Cl)C(=O)OC